BrC1=C(C=C(C2=C1CCO2)Cl)CN (4-bromo-7-chloro-2,3-dihydrobenzofuran-5-yl)methylamine